C[Si](CCOCN1C=CC2=C1N=CN=C2C=2C(=NNC2)N)(C)C 4-(7-{[2-(Trimethylsilyl)ethoxy]methyl}-7H-pyrrolo[2,3-d]pyrimidin-4-yl)-1H-pyrazole-3-amine